tert-butyl 3-(4-fluorophenyl)-2-oxoindoline-1-carboxylate FC1=CC=C(C=C1)C1C(N(C2=CC=CC=C12)C(=O)OC(C)(C)C)=O